BrC=1C=CC=2C3=C4C(C=CC=C4SC2C1)=CC=C3 9-Bromobenzo[kl]thioxanthene